FC(C1=CC=C(C=C1)C1=CC(=C2C=NC(=NN21)N[C@H]2[C@@H](CN(CC2)S(=O)(=O)C)O)F)F (3R,4R)-4-((7-(4-(difluoromethyl)phenyl)-5-fluoropyrrolo[2,1-f][1,2,4]triazin-2-yl)amino)-1-(methylsulfonyl)piperidin-3-ol